BrC1=CC=C(C=N1)NS(=O)(=O)C N-(6-bromopyridin-3-yl)methanesulfonamide